4-(4-((1R,5S)-3,8-diazabicyclo[3.2.1]octan-3-yl)-2-(((S)-pyrrolidin-2-yl)methoxy)-5,8-dihydropyrido[3,4-d]pyrimidin-7(6H)-yl)-1-chloronaphthalen-2-ol [C@H]12CN(C[C@H](CC1)N2)C=2C1=C(N=C(N2)OC[C@H]2NCCC2)CN(CC1)C1=CC(=C(C2=CC=CC=C12)Cl)O